tert-butyl (3R)-3-(3,4-dihydro-2H-1,4-benzoxazin-8-yl)piperidine-1-carboxylate O1CCNC2=C1C(=CC=C2)[C@@H]2CN(CCC2)C(=O)OC(C)(C)C